OC1C(NCC1)C(=O)N 3-hydroxy-pyrrolidine-2-carboxamide